(S)-4-(5-bromo-1H-pyrrolo[2,3-b]pyridin-3-yl)-N-(2-((tert-butyldimethylsilyl)oxy)propyl)-N-methylbenzamide BrC=1C=C2C(=NC1)NC=C2C2=CC=C(C(=O)N(C)C[C@H](C)O[Si](C)(C)C(C)(C)C)C=C2